Cl.CN1C2=C(CCCC1)N=C(C=C2)NN2C(C1=CC=CC(=C1C2)C=2C=NN1C2C=CC(=C1)C)=O ((5-methyl-6,7,8,9-tetrahydro-5H-pyrido[3,2-b]azepin-2-yl)amino)-4-(6-methylpyrazolo[1,5-a]pyridin-3-yl)isoindolin-1-one hydrochloride